ClC1=C(C=CC=C1Cl)C=1C=CC=2C(=NC=C(N2)N2CC(OCC2)CN)N1 (4-(6-(2,3-dichlorophenyl)pyrido[2,3-b]pyrazin-2-yl)morpholin-2-yl)methylamine